5-(2-Methoxypyrimidin-5-yl)-2-(pyridin-3-yl)-1,3-benzoxazole COC1=NC=C(C=N1)C=1C=CC2=C(N=C(O2)C=2C=NC=CC2)C1